C(C)C1=CC2=C(NC1=O)C=C(S2)CN2CCC(=CC2)C=2C=CC=1N(C2)C=CN1 6-ethyl-2-((4-(imidazo[1,2-a]pyridin-6-yl)-3,6-dihydropyridin-1(2H)-yl)methyl)thieno[3,2-b]pyridin-5(4H)-one